6-(2-chloro-3,5-dimethoxyphenyl)-9-cyclopropyl-N-(4-(4-ethylpiperazin-1-yl)phenyl)-[1,2,4]triazolo[4',3':1,6]pyrido[2,3-d]pyrimidin-2-amine ClC1=C(C=C(C=C1OC)OC)C1=CC2=C(N=C(N=C2)NC2=CC=C(C=C2)N2CCN(CC2)CC)N2C1=NN=C2C2CC2